pyridin-2-amine-hydrochloride salt Cl.N1=C(C=CC=C1)N